4-Fluoro-1-isopropyl-N-((S*)-4,4,4-trifluoro-3,3-dimethyl-1-(5-((R)-1-(4,4,4-trifluorobutanamido)ethyl)-1H-benzo[d]imidazol-2-yl)butyl)-1H-pyrazole-5-carboxamide FC=1C=NN(C1C(=O)N[C@@H](CC(C(F)(F)F)(C)C)C1=NC2=C(N1)C=CC(=C2)[C@@H](C)NC(CCC(F)(F)F)=O)C(C)C |o1:9|